ethyl 5-(2-(trifluoromethoxy)phenyl)oxazole-2-carboxylate FC(OC1=C(C=CC=C1)C1=CN=C(O1)C(=O)OCC)(F)F